C(C)(C)(C)C1=CC(=NN1[C@H]1CN(CC1)C)NC=1N(C=2C(=NC=C(C2Cl)OC=2C=NN3C2C=NC(=C3)NC)N1)C (R)-N-(5-(tert-butyl)-1-(1-methylpyrrolidin-3-yl)-1H-pyrazol-3-yl)-7-chloro-1-methyl-6-((6-(methylamino)pyrazolo[1,5-a]pyrazin-3-yl)oxy)-1H-imidazo[4,5-b]pyridin-2-amine